2-(3-methoxyphenyl)pyrido[2,3-e][1,2,4]triazolo[1,5-c]pyrimidin-5(6H)-one COC=1C=C(C=CC1)C1=NN2C(NC3=C(C2=N1)N=CC=C3)=O